C(C=1C(C(=O)OCCCCCCC(C)C)=CC=CC1)(=O)OCCCCCCC(C)C Phthalic acid, diisononyl ester